[S].ClC1=C(CN(S(=O)(=O)C2=CC=C(C=C2)NC(=O)C2C(C2)C2=CC=NC=C2)CC2=CC=C(C=C2)F)C=C(C=C1)Cl N-(4-(N-(2,5-dichlorobenzyl)-N-(4-fluorobenzyl)sulfamoyl)phenyl)-2-(pyridin-4-yl)cyclopropane-1-carboxamide sulfur